COC1=CC=C(C=N1)C1CN(CC(C1)C)C(=O)OCCCC Butyl 3-(6-methoxypyridin-3-yl)-5-methylpiperidine-1-carboxylate